C(C)[C@H]1[C@H](NC([C@H]1F)=O)COC1=NC=CC2=CC(=C(C=C12)OC)C(=O)N [(2S,3S,4S)-3-ethyl-4-fluoro-5-oxo-pyrrolidin-2-yl]methoxyl-7-methoxy-isoquinoline-6-carboxamide